7-chloro-3-(pyrrolidin-3-yl)-1H-indazole ClC=1C=CC=C2C(=NNC12)C1CNCC1